n-Butyl-o-Chlorophenol C(CCC)C=1C(=C(C=CC1)O)Cl